NC1CCC(CC1)NC1=NC2=C(C=C(C=C2C=N1)C=1C=CC(=NC1C)NS(=O)(=O)C1=CC(=CC=C1)C)CC N-(5-(2-(((1r,4r)-4-aminocyclohexyl)amino)-8-ethylquinazolin-6-yl)-6-methylpyridin-2-yl)-3-methylbenzenesulfonamide